NCC1=NNC(C2=C(C=C(C=C12)C1=C(N(N=C1)C)C1=C(C2=CC=CC=C2C(=C1F)C)C#N)C)=O (P)-2-[4-[4-(aminomethyl)-8-methyl-1-oxo-2H-phthalazin-6-yl]-2-methyl-pyrazol-3-yl]-3-fluoro-4-methyl-naphthalene-1-carbonitrile